5-amino-8-[2-(azetidin-1-yl)-6-methyl-4-pyridinyl]-2-[(5-fluoro-2-pyridinyl)methyl]-7-phenyl-[1,2,4]triazolo[4,3-c]pyrimidin-3-one NC1=NC(=C(C=2N1C(N(N2)CC2=NC=C(C=C2)F)=O)C2=CC(=NC(=C2)C)N2CCC2)C2=CC=CC=C2